3,3'-dimethylamino-2-methoxybenzophenone CNC=1C(=C(C(=O)C2=CC(=CC=C2)NC)C=CC1)OC